ClC1=C(C=C2C(NC(NC2=C1SC[C@H](CO)OC)=O)=O)C(F)(F)F (S)-7-chloro-8-((3-hydroxy-2-methoxypropyl)thio)-6-(trifluoromethyl)quinazoline-2,4(1H,3H)-dione